5-(5-(1-(2-hydroxy-2-methylpropyl)piperidin-4-yl)-3-isopropyl-1H-indol-2-yl)-1,4-dimethyl-2-oxo-1,2-dihydropyridine-3-carbonitrile OC(CN1CCC(CC1)C=1C=C2C(=C(NC2=CC1)C=1C(=C(C(N(C1)C)=O)C#N)C)C(C)C)(C)C